ClC1=C(C(=NN1C)C1=NOC(=C1)C1CC1)C(=O)N1CCC2(CC1)CCN(CC2)CCC(C)(C)C (5-Chloro-3-(5-cyclopropylisoxazol-3-yl)-1-methyl-1H-pyrazol-4-yl)(9-(3,3-dimethylbutyl)-3,9-diazaspiro[5.5]undecan-3-yl)methanone